2-(2-chloro-3-nitropyridin-4-yl)ethanol ClC1=NC=CC(=C1[N+](=O)[O-])CCO